BrC1=CC=C(C=C1)C1=CC(=C(C(=C1)C(N)=O)C(C(=O)O)CN)C1=CC=C(C=C1)NC(=O)N 4-bromo-5'-carbamoyl-4''-ureido-[1,1':3',1''-terphenyl]-4'-yl-3-aminopropionic acid